C(=O)C=1C=C(C=CC1OCC(C)C)C=1SC(=C(N1)C)C(=O)OCC ethyl 2-(3-formyl-4-isobutoxyphenyl)-4-methyl-5-thiazolecarboxylate